[5-[2-(6-tert-butyl-8-fluoro-1-oxo-phthalazin-2-yl)-3-(hydroxymethyl)-4-pyridinyl]-1-methyl-2-oxo-3-pyridinyl]-2-methoxy-acetamide C(C)(C)(C)C=1C=C2C=NN(C(C2=C(C1)F)=O)C1=NC=CC(=C1CO)C=1C=C(C(N(C1)C)=O)C(C(=O)N)OC